methyl 3-(N-(4-bromo-2-(piperidin-1-yl)-5-(trifluoromethyl) phenyl) sulfamoyl)-4-ethylbenzoate BrC1=CC(=C(C=C1C(F)(F)F)NS(=O)(=O)C=1C=C(C(=O)OC)C=CC1CC)N1CCCCC1